NC1=NC=2C=C(C(=CC2C2=C1C=NN2C)C(=O)N(C)C2COC1=C2C=CC(=C1)C#CC=1C(=NN(C1)C)Cl)F 4-amino-N-(6-((3-chloro-1-methyl-1H-pyrazol-4-yl)ethynyl)-2,3-dihydrobenzofuran-3-yl)-7-fluoro-N,1-dimethyl-1H-pyrazolo[4,3-c]quinoline-8-carboxamide